CC=1C(=NC=CC1)O[C@H]1CC[C@H](CC1)CCN1N=C(C2=C1C[C@@H]1[C@H]2C1)C(=O)N1CCC(CC1)NC(C)=O N-{1-[(3bR,4aR)-1-(2-{cis-4-[(3-Methylpyridin-2-yl)oxy]cyclohexyl}ethyl)-3b,4,4a,5-tetrahydro-1H-cyclopropa[3,4]cyclopenta[1,2-c]pyrazol-3-carbonyl]piperidin-4-yl}acetamid